C(#C)C1=CC=C(CNCC)C=C1 N-(4-ethynylbenzyl)ethylamine